COC=1C=C(C=C(C1)OC)CC[C@@H](C(=O)O)NC (S)-4-(3,5-dimethoxyphenyl)-2-(methylamino)butanoic acid